3-((tert-Butoxycarbonyl)amino)-N,N-diethylprop-1-en-2-amine oxide C(C)(C)(C)OC(=O)NCC(=C)[N+](CC)(CC)[O-]